COCCN(CC[C@@H](C(=O)O)NC1=NC=CC(=C1)C1=CC=CC=C1)CCCCC1=NC=2NCCCC2C=C1 (S)-4-((2-methoxyethyl)(4-(5,6,7,8-tetrahydro-1,8-naphthyridin-2-yl)butyl)amino)-2-((4-phenylpyridin-2-yl)amino)butanoic acid